COCCCNC1=CC(=NC=N1)NC1=C2C(=NC(=C1)OC=1C(=CC(=NC1)C#N)C)N(C=N2)C 5-{7-[6-(3-Methoxy-propylamino)-pyrimidin-4-ylamino]-3-methyl-3H-imidazo[4,5-b]pyridin-5-yloxy}-4-methyl-pyridine-2-carbonitrile